N-(4-cyanotetrahydropyran-4-yl)benzamide C(#N)C1(CCOCC1)NC(C1=CC=CC=C1)=O